N1C=C(C2=CC=CC=C12)CCCNS(=O)(=O)C1=CC=C(C=C1)OCCCC1CCN(CC1)C N-(3-(1H-indol-3-yl)propyl)-4-(3-(1-methylpiperidin-4-yl)propoxy)benzenesulfonamide